dotriacontadiyne C#CC#CCCCCCCCCCCCCCCCCCCCCCCCCCCCC